N1(CCNCC1)C(=O)C1=CC=C(C=C1)C=1C=NC=C(C(=O)NC2=CC=C(C=C2)NC(C)=O)C1 5-(4-(piperazine-1-carbonyl)phenyl)-N-(4-acetamidophenyl)nicotinamide